(E)-3-[4-[2,4-Dihydroxy-5-[(E)-3-(4-hydroxyphenyl)prop-2-enoyl]phenoxy]phenyl]-1-(2-hydroxy-4-methoxyphenyl)prop-2-en-1-one OC1=C(OC2=CC=C(C=C2)/C=C/C(=O)C2=C(C=C(C=C2)OC)O)C=C(C(=C1)O)C(\C=C\C1=CC=C(C=C1)O)=O